FC(C(C1=CC(=CC=C1)C(F)(F)F)NS(=O)C(C)(C)C)F N-(2,2-difluoro-1-(3-(trifluoromethyl)phenyl)ethyl)-2-methylpropane-2-sulfinamide